N[S@](=NC(CC=1C(=C2COCC2=CC1C(C)C)CC)=O)(=O)C=1SC=C(C1)C(C)(C)O (R)-N-(amino(4-(2-hydroxypropan-2-yl)thiophen-2-yl)(oxo)-λ6-sulfaneylidene)-2-(4-ethyl-6-isopropyl-1,3-dihydroisobenzofuran-5-yl)acetamide